COC[C@H]1NCC1 (S)-2-(methoxymethyl)azetidine